7-(2-methoxypyrimidin-5-yl)-4-oxo-3,4-dihydroquinazolin COC1=NC=C(C=N1)C1=CC=C2C(NC=NC2=C1)=O